2',3,5'-trihydroxy-4-ethoxydihydrochalcone OC1=C(C(/C=C/C2CC(=C(C=C2)OCC)O)=O)C=C(C=C1)O